CN1N=NC=C1C=1C=C(C=NC1)N1C=C(C=CC1=O)C(=O)O 1-[5-(3-Methyltriazol-4-yl)-3-pyridyl]-6-oxo-pyridine-3-carboxylic acid